NC1=CC=C(C=C1)N1C(COCC1)=O 4-(4-aminophenyl)-morpholine-3-one